C(C)(C)(C)O[C@H](C(=O)OCC)C1=C(C2=C(N=C(S2)C=2C=C3C(=NN(C3=CC2)C)N2C(N(CC2)C)=O)C=C1C)C1=CC=C(C=C1)Cl (S)-ethyl 2-(tert-butoxy)-2-(7-(4-chlorophenyl)-5-methyl-2-(1-methyl-3-(3-methyl-2-oxoimidazolidin-1-yl)-1H-indazol-5-yl)benzo[d]thiazol-6-yl)acetate